CC1(OCC2(C1)CCC(CC2)CN2[C@@H]([C@H]([C@@H]([C@H](C2)O)O)O)C)C (2R,3R,4R,5S)-1-((3,3-dimethyl-2-oxaspiro[4.5]dec-8-yl)methyl)-2-methylpiperidine-3,4,5-triol